2-(2-oxo-3-(phenethylamino)-6-phenylpyrazin-1(2H)-yl)-N-((4,5,6,7-tetrahydrothieno[2,3-c]pyridin-2-yl)methyl)acetamide Benzyl-(2-hydroxyethyl-2,2-d2)(methyl)carbamate C(C1=CC=CC=C1)OC(N(C)CC([2H])([2H])O)=O.O=C1N(C(=CN=C1NCCC1=CC=CC=C1)C1=CC=CC=C1)CC(=O)NCC1=CC2=C(CNCC2)S1